O=C1N(N=CC2=CC=C(C=C12)C=O)C1=NC=CC=C1 4-oxo-3-(2-pyridinyl)phthalazine-6-carbaldehyde